The molecule is a 3alpha-hydroxy steroid, a 7alpha-hydroxy steroid, a 12alpha-hydroxy steroid and a 24-hydroxy steroid. It derives from a hydride of a 5alpha-cholane. C[C@H](CCCO)[C@H]1CC[C@@H]2[C@@]1([C@H](C[C@H]3[C@H]2[C@@H](C[C@@H]4[C@@]3(CC[C@H](C4)O)C)O)O)C